C1(=CC=CC=C1)[Si]1(O[Si](O[Si](O[Si](O1)(C=C)C1=CC=CC=C1)(C=C)C1=CC=CC=C1)(C=C)C1=CC=CC=C1)C=C 2,4,6,8-Tetraphenyl-2,4,6,8-tetravinylcyclotetrasiloxane